7-bromo-4-chloro-6-methyl-pyrazolo[1,5-a]pyrazine-2-carbaldehyde BrC1=C(N=C(C=2N1N=C(C2)C=O)Cl)C